1,3-diethyl 2-diazopropanedioate [N+](=[N-])=C(C(=O)OCC)C(=O)OCC